tert-butyl 2-bromo-5-((2,2-difluoroethoxy)methyl)phenyl carbonate C(OC(C)(C)C)(OC1=C(C=CC(=C1)COCC(F)F)Br)=O